C(C1=CC=CC=C1)N1C(COC(C1)C1=CC=C(C=C1)F)=O 4-benzyl-6-(4-fluorophenyl)morpholin-3-one